N-(6-((2-fluorophenyl)amino)-1H-pyrazolo[3,4-b]pyridin-3-yl)-4-((1-methylpiperidin-4-yl)oxy)benzamide FC1=C(C=CC=C1)NC1=CC=C2C(=N1)NN=C2NC(C2=CC=C(C=C2)OC2CCN(CC2)C)=O